CC(C)(COP(=O)([O-])OP(=O)([O-])OC[C@@H]1[C@H]([C@H]([C@@H](O1)N2C=NC3=C(N=CN=C32)N)O)OP(=O)([O-])[O-])[C@H](C(=O)NCCC(=O)NCCSC(=O)/C=C/C=C/C4=CC5=C(C=C4)OCO5)O The molecule is an acyl-CoA(4-) species arising from deprotonation of the phosphate and diphosphate OH groups of (E,E)-piperonyl-CoA; major species at pH 7.3. It is an acyl-CoA(4-) and a member of benzodioxoles. It is a conjugate base of an (E,E)-piperonyl-CoA.